CCCCCCCCCCCCCCC(=O)O[C@H](COC(=O)CCCCCCC/C=C\CCCCCCC)COP(=O)(O)OC[C@H](CO)O 1-(9Z-heptadecenoyl)-2-pentadecanoyl-glycero-3-phospho-(1'-sn-glycerol)